(R)-1-(6-(5'-chloro-3,5-dimethyl-[2,4'-bipyridyl]-2'-yl)-5-methyl-5,6,7,8-tetrahydropyrido[4,3-d]pyrimidin-2-yl)piperidin-4-ol ClC=1C(=CC(=NC1)N1[C@@H](C2=C(N=C(N=C2)N2CCC(CC2)O)CC1)C)C1=NC=C(C=C1C)C